acryl formate C(=O)OC(=O)C=C